N-ethyl-N-methyl-2-(5-(trifluoromethoxy)-1H-indol-3-yl)ethan-1-amine C(C)N(CCC1=CNC2=CC=C(C=C12)OC(F)(F)F)C